tert-butyl (R)-4-(3-ethyl-6-fluoro-2-methoxy quinoline-7-carbonyl)-3-(2-hydroxy ethyl)piperazine-1-carboxylate C(C)C=1C(=NC2=CC(=C(C=C2C1)F)C(=O)N1[C@@H](CN(CC1)C(=O)OC(C)(C)C)CCO)OC